(2R)-3-[4-(3,6-dihydro-2H-pyran-4-yl)phenyl]-2-hydroxypropionic acid O1CCC(=CC1)C1=CC=C(C=C1)C[C@H](C(=O)O)O